NC1=CC=C(C(=N1)C1=C(C=C2C(=NC=NC2=C1)N1CCN(CC1)C(C=C)=O)Cl)S(=O)(=O)C 1-[4-[7-(6-amino-3-methanesulfonylpyridin-2-yl)-6-chloroquinazolin-4-yl]piperazin-1-yl]prop-2-en-1-one